tricyclo[3.2.1.0(2,7)]octane C12C3CCC(CC31)C2